ClC1=C(C(=O)NC2=C3C=NN(C3=CC=C2)C2CCOCC2)C=C(C=C1)CNC(C(C)(C)C)=O 2-chloro-5-{[(2,2-dimethylpropionyl)amino]methyl}-N-[1-(tetrahydro-2H-pyran-4-yl)-1H-indazol-4-yl]benzamide